N-[[(3R)-pyrrolidin-3-yl]methyl]cyclopropylamine dihydrochloride Cl.Cl.N1C[C@@H](CC1)CNC1CC1